CC1=NN=C(O1)C1(CC1)C(=O)O 1-(5-methyl-1,3,4-oxadiazol-2-yl)cyclopropane-1-carboxylic acid